tetra-normal heptylphosphonium chloride [Cl-].C(CCCCCC)[P+](CCCCCCC)(CCCCCCC)CCCCCCC